octadecenedioic acid C(CCCCCCCC(=O)O)CCCCCC/C=C/C(=O)O